N1=CC=C(C=C1)C=1C=C(NC1)C(=O)N 4-(4-pyridinyl)pyrrole-2-carboxamide